N-methyl-N-[3-(3-methyl[1,2,4]triazolo[4,3-b]-pyridazin-6-yl)phenyl]acetamide CN(C(C)=O)C1=CC(=CC=C1)C=1C=CC=2N(N1)C(=NN2)C